4-(6-methylpyridin-3-yl)butanoic acid CC1=CC=C(C=N1)CCCC(=O)O